[Si](C)(C)(C(C)(C)C)OC1CC=C(CC1)C1=CN=CS1 5-(4-((tert-butyldimethylsilyl)oxy)cyclohex-1-en-1-yl)thiazole